(S)-1-(3-(2-(3-(1H-pyrazol-4-yl)benzoylamino)-1-phenyl-1H-imidazol-4-yl)propionyl)pyrrolidine-3-carboxylic acid N1N=CC(=C1)C=1C=C(C(=O)NC=2N(C=C(N2)CCC(=O)N2C[C@H](CC2)C(=O)O)C2=CC=CC=C2)C=CC1